phenyl-(p-tolyl)methanone C1(=CC=CC=C1)C(=O)C1=CC=C(C=C1)C